1-(bis(4-fluorophenyl)methyl)piperazine FC1=CC=C(C=C1)C(N1CCNCC1)C1=CC=C(C=C1)F